C(CCCCCC=CCCCCC)(=O)O 7-Tridecenoic acid